FC1(CCN(CC1)C1=NC2=CC(=C(C=C2C(=N1)NC1CS(CC1)(=O)=O)OC)C#CCN1CCCC1)F 3-((2-(4,4-difluoropiperidin-1-yl)-6-methoxy-7-(3-(pyrrolidin-1-yl)prop-1-yn-1-yl)quinazolin-4-yl)amino)tetrahydrothiophene 1,1-dioxide